2-(2,6-Dioxopiperidin-3-yl)-5-(9-(1-(5-methoxy-2-(1-methyl-1H-pyrazol-4-yl)-4-nitrophenyl)piperidin-4-yl)-3,9-diazaspiro[5.5]undec-3-yl)isoindole-1,3-dione O=C1NC(CCC1N1C(C2=CC=C(C=C2C1=O)N1CCC2(CC1)CCN(CC2)C2CCN(CC2)C2=C(C=C(C(=C2)OC)[N+](=O)[O-])C=2C=NN(C2)C)=O)=O